2-cyano-N-(5-(2-methoxyphenyl)-1,3,4-thiadiazol-2-yl)acetamide ethyl-(1R,5S,6r)-3-oxobicyclo[3.1.0]hexane-6-carboxylate C(C)OC(=O)C1[C@H]2CC(C[C@@H]12)=O.C(#N)CC(=O)NC=1SC(=NN1)C1=C(C=CC=C1)OC